7-(4-chlorophenyl)-1-(3,4,5-trimethoxyphenyl)-3,4-dihydropyrrolo[1,2-a]pyrazine ClC1=CC=C(C=C1)C=1C=C2N(CCN=C2C2=CC(=C(C(=C2)OC)OC)OC)C1